FC1=CC=C(C=N1)N1C2=NC(=NC=C2NC1=O)C 9-(6-fluoro-3-pyridinyl)-2-methyl-7H-purin-8-one